C(C)(C)(C)N(C([O-])=O)C1(CNCC1)CO.FC1=C(C(=C(C(=C1[B-](C1=C(C(=C(C(=C1F)F)F)F)F)(C1=C(C(=C(C(=C1F)F)F)F)F)C1=C(C(=C(C(=C1F)F)F)F)F)F)F)F)F.C(CCCCCCCCCCCCCCCCCC)C=1N(C=C[NH+]1)CCCCCCCCCCCCCCCCCC.C(CCCCCCCCCCCCCCCCCC)C=1N(C=C[NH+]1)CCCCCCCCCCCCCCCCCC 2-Nondecanyl-1-octadecylimidazolium tetrakis(pentafluorophenyl)borate tert-butyl-(3-(hydroxymethyl)pyrrolidin-3-yl)carbamate